C(C)(C)(C)OC(C[C@H]1[C@@H](C1)C(=O)OCC1=CC=CC=C1)=O trans-benzyl 2-(2-(tert-butoxy)-2-oxoethyl)cyclopropane-1-carboxylate